CN(C)C=C1CCC(C1=O)(C1=NN(N=C1)COCC[Si](C)(C)C)C 5-((dimethylamino)methylene)-2-methyl-2-(2-((2-(trimethylsilyl)ethoxy)methyl)-2H-1,2,3-triazol-4-yl)cyclopentan-1-one